4-[3-(2,4-Dimethoxyphenyl)-3-oxoprop-1-enyl]benzoic acid COC1=C(C=CC(=C1)OC)C(C=CC1=CC=C(C(=O)O)C=C1)=O